C1CCC(CC1)C1N(CCNC1)C(=O)N (4-cyclohexyl)piperazineamide